N1=CN=C(C2=C1NC=C2)C=2C=CC(=NC2)N2CC1N(C(C2)C1)CC1=C(C=CC=C1)F 3-(5-(7H-pyrrolo[2,3-d]pyrimidin-4-yl)pyridin-2-yl)-6-(2-fluorobenzyl)-3,6-diazabicyclo[3.1.1]heptane